2-[(1s,4s)-4-[[1-(2,6-dioxopiperidin-3-yl)-3-methyl-2-oxo-1,3-benzodiazol-5-yl]methyl]cyclohexyl]ethyl 4-methylbenzenesulfonate CC1=CC=C(C=C1)S(=O)(=O)OCCC1CCC(CC1)CC1=CC2=C(N(C(N2C)=O)C2C(NC(CC2)=O)=O)C=C1